(RS)-2-(2,4,5-trichlorophenoxy)propanoic acid ClC1=C(O[C@@H](C(=O)O)C)C=C(C(=C1)Cl)Cl |r|